C(C)(C)(C)N1N=CC(=C1)C(=O)NCC#CC=1N(C2=CC=CC(=C2C1)N[C@H]1[C@H](CN(CC1)C)F)CC(F)(F)F 1-tert-butyl-N-[3-(4-{[(3S,4R)-3-fluoro-1-methylpiperidin-4-yl]amino}-1-(2,2,2-trifluoroethyl)-1H-indol-2-yl)prop-2-yn-1-yl]-1H-pyrazole-4-carboxamide